1,5-Di-tert-butyl 2-(6-bromo-3-methyl-2-oxo-1,3-benzodiazol-1-yl)pentanedioate BrC=1C=CC2=C(N(C(N2C)=O)C(C(=O)OC(C)(C)C)CCC(=O)OC(C)(C)C)C1